N-[2-[1-[2-[4-[4-[(2,6-dioxo-3-piperidyl)oxy]phenyl]piperazin-1-yl]-2-oxo-ethyl]-4-piperidyl]-7-isopropoxy-imidazo[1,2-a]pyridin-6-yl]-6-(trifluoromethyl)pyridine-2-carboxamide O=C1NC(CCC1OC1=CC=C(C=C1)N1CCN(CC1)C(CN1CCC(CC1)C=1N=C2N(C=C(C(=C2)OC(C)C)NC(=O)C2=NC(=CC=C2)C(F)(F)F)C1)=O)=O